C(C(C)C)C1C(CC2N(CCC3=CC(=C(C=C23)OC)OC)C1)O (+)-(P)-3-isobutyl-9,10-dimethoxy-1,3,4,6,7,11b-hexahydro-2H-pyrido[2,1-a]isoquinolin-2-ol